The molecule is a monocarboxylic acid that is oxoacetic acid substituted by a (2,4-dimethylthiophen-3-yl)(1-methoxypropan-2-yl)amino group at position 2. It is a metabolite of the herbicide dimethenamid. It has a role as a marine xenobiotic metabolite. It is a member of thiophenes, a monocarboxylic acid, an ether and an aromatic amide. CC1=CSC(=C1N(C(C)COC)C(=O)C(=O)O)C